O=C1NC(CCC1N1C(C2=CC=CC(=C2C1)NCCOCCOCCOCC=O)=O)=O 2-(2-(2-(2-((2-(2,6-dioxopiperidin-3-yl)-1-oxoisoindolin-4-yl)amino)ethoxy)ethoxy)ethoxy)acetaldehyde